2-(4-(azetidin-3-ylethynyl)-1H-pyrazol-1-yl)-N-(2-ethynyl-4-(trifluoromethyl)phenyl)-2-methylpropionamide N1CC(C1)C#CC=1C=NN(C1)C(C(=O)NC1=C(C=C(C=C1)C(F)(F)F)C#C)(C)C